C[C@@H]1N(C[C@H](NC1)C)C(=O)[O-] trans-2,5-dimethylpiperazine-1-carboxylate